ICB1OC(C(O1)(C)C)(C)C (iodomethyl)-4,4,5,5-tetramethyl-1,3,2-dioxaborolane